(dimethoxyphosphorylmethyl)-3-methyl-azetidine COP(=O)(OC)CN1CC(C1)C